3-[[4-chloro-6-(2-isopentyl-6-methyl-phenyl)-5-methyl-pyrimidin-2-yl]sulfamoyl]benzoic acid ClC1=NC(=NC(=C1C)C1=C(C=CC=C1C)CCC(C)C)NS(=O)(=O)C=1C=C(C(=O)O)C=CC1